4-(4-hydroxy-piperidin-1-yl)-3-nitrobenzonitrile OC1CCN(CC1)C1=C(C=C(C#N)C=C1)[N+](=O)[O-]